2-bromotetradecyl ethyl carbonate C(OCC(CCCCCCCCCCCC)Br)(OCC)=O